C1=CC=CC2=C1C1=C(C=CN2)C=CC=C1 dibenzoazepine